COC1=C(C=CC(=C1)C=1C=NN(C1)CCN1CCN(CC1)C)NC=1N=C(C2=C(N1)NC=C2)NC=2C=CC=C1CCN(C21)S(=O)(=O)C N2-(2-methoxy-4-(1-(2-(4-methylpiperazin-1-yl)ethyl)-1H-pyrazol-4-yl)phenyl)-N4-(1-(methylsulfonyl)indolin-7-yl)-7H-pyrrolo[2,3-d]pyrimidine-2,4-diamine